C(C\C=C/CCCC)O (Z)-3-octen-1-ol